[4-(5-tert-butyl-1,2,4-oxadiazol-3-yl)-3-methyl-phenyl]-[4-(5-methyloxazolo[4,5-b]pyridin-2-yl)piperazin-1-yl]methanone C(C)(C)(C)C1=NC(=NO1)C1=C(C=C(C=C1)C(=O)N1CCN(CC1)C=1OC=2C(=NC(=CC2)C)N1)C